6-HYDROXY-BENZOTHIOPHENE OC1=CC2=C(C=CS2)C=C1